(5R)-3-((6-aminopyridazin-3-yl)methyl)-1-(4-methoxybenzyl)-3-methyl-5-(trifluoromethyl)piperidin-2-one NC1=CC=C(N=N1)CC1(C(N(C[C@@H](C1)C(F)(F)F)CC1=CC=C(C=C1)OC)=O)C